CC1=C(C=CC=C1)C(C#N)=NOC 2-methyl-alpha-methoxyiminophenylacetonitrile